C(#N)[C@H](CC1=CC=C(C=C1)C1=CC=C(C=C1)F)NC(=O)[C@H]1OCCCNC1 (2S)-N-[(1S)-1-cyano-2-(4'-fluorobiphenyl-4-yl)ethyl]-1,4-oxaazepane-2-carboxamide